N-tert-butyl-5-(3,5-difluorophenyl)pyridine-3-carboxamide C(C)(C)(C)NC(=O)C=1C=NC=C(C1)C1=CC(=CC(=C1)F)F